2-chloro-N-(2-methyl-5-(trifluoromethyl)phenyl)acetamide ClCC(=O)NC1=C(C=CC(=C1)C(F)(F)F)C